FC=1C=NC=2N(C1)N=CC2NC(=O)C=2C(=NC=1N(C2)C=C(N1)[C@]12CO[C@](CC1)(C2)C)OC(C)C N-(6-fluoropyrazolo[1,5-a]pyrimidin-3-yl)-7-isopropoxy-2-((1R,4S)-1-methyl-2-oxabicyclo[2.2.1]heptan-4-yl)imidazo[1,2-a]pyrimidine-6-carboxamide